(3-fluoro-4-(pyridin-2-yl)phenyl)methylamine FC=1C=C(C=CC1C1=NC=CC=C1)CN